N-(4-(2-isopropylthiazol-5-yl)pyridin-2-yl)-N-((4-(4-methoxy-3-methylphenyl)bicyclo[2.2.2]octan-1-yl)methyl)cyclohexanecarboxamide C(C)(C)C=1SC(=CN1)C1=CC(=NC=C1)N(C(=O)C1CCCCC1)CC12CCC(CC1)(CC2)C2=CC(=C(C=C2)OC)C